C(CCCCCCCCCCCCCC)N(CCCCCCCCCCCCCCC)CCCCCCCCCCCCCCC Tripentadecylamin